CC1=NN(C=C1)C1CCN(CC1)C 3-methyl-1-(1-methylpiperidin-4-yl)-1H-pyrazol